ClC=1C=C(C=CC1)OC1=CC=C(C=C1)NS(=O)(=O)N1CCCCC1 N-(4-((3-chlorophenyl)oxy)phenyl)piperidine-1-sulfonamide